ClC1=C2C(=C(N=N1)NC1COC(C1)(C)C)C=NC=C2 1-chloro-N-(5,5-dimethyloxolan-3-yl)pyrido[3,4-d]pyridazin-4-amine